tert-butyl (S)-3-((S)-4-benzyl-2-oxooxazolidin-3-yl)-2-(4-chlorophenyl)-3-oxopropyl(isopropyl)carbamate C(C1=CC=CC=C1)[C@@H]1N(C(OC1)=O)C([C@H](CN(C(OC(C)(C)C)=O)C(C)C)C1=CC=C(C=C1)Cl)=O